benzyl (Z)-4-(methoxymethylene)-2-methylpiperidine-1-carboxylate CO\C=C\1/CC(N(CC1)C(=O)OCC1=CC=CC=C1)C